oxazolinyl-dithiobutane sodium [Na].O1C(=NCC1)SSCCCC